[Si](OCC)([O-])([O-])[O-] ethyl silicate